(Methylsulfinyl)cyclopropane CS(=O)C1CC1